C(C)S(=O)(=O)C[C@@H]1[C@H](N(C1)C=1C=CC(=C2C=C(N=CC12)NC=1N=C(N=NC1)N1C[C@@H]([C@@H](CC1)OC)F)C(C)C)C 8-[(2R,3S)-3-[(ethanesulfonyl)meth-yl]-2-methylazetidin-1-yl]-N-{3-[(3S,4R)-3-fluoro-4-methoxypiperidin-1-yl]-1,2,4-triazin-5-yl}-5-(propan-2-yl)isoquinolin-3-amine